Ethyl (S)-3-(2',4'-Difluorobiphenyl-3-yl)-3-(3-(4-hydroxy-6-methyl-2-oxo-1,2-dihydropyridin-3-yl)ureido)propanoat FC1=C(C=CC(=C1)F)C1=CC(=CC=C1)[C@H](CC(=O)OCC)NC(=O)NC=1C(NC(=CC1O)C)=O